C(C1=CC=CC=C1)C(C(=O)NC=1C=NC2=C(C=CC=C2C1)F)(CC1CC1)C 2-benzyl-3-cyclopropyl-N-(8-fluoro-3-quinolyl)-2-methyl-propanamide